2-(1-methoxy-2-(3-methoxyphenyl)-1-oxopropan-2-yl)hydrazine-1-carboxylic acid tert-butyl ester C(C)(C)(C)OC(=O)NNC(C(=O)OC)(C)C1=CC(=CC=C1)OC